OC1=CC(=CC=2C(C3=C(C=CC=C3C(C12)=O)O)=O)O 1,3,5-trihydroxyanthraquinone